C1=CC=CC=2C3=CC=CC=C3C(C12)COC(=O)N[C@H](C(=O)N[C@H](C(=O)NC=1C=CC(=C(C1)S(=O)(=O)[O-])COC(=O)OC1=CC=C(C=C1)[N+](=O)[O-])CCCNC(=O)N)C(C)C.[Na+] Sodium 5-[[(2S)-2-[[(2S)-2-(9H-fluoren-9-ylmethoxycarbonylamino)-3-methyl-butanoyl] amino]-5-ureido-pentanoyl] amino]-2-[(4-nitrophenoxy)carbonyloxymethyl]benzenesulfonate